NC=1C=C(C(=CC1N)C1=CC=C(C=C1)C#N)C1=CC=C(C=C1)C#N 4',5'-diamino-[1,1':2',1''-terphenyl]-4,4''-dicarbonitrile